Ethyl 6-(4-methyl-2-oxopiperazin-1-yl)-1-benzothiophene-2-carboxylate CN1CC(N(CC1)C1=CC2=C(C=C(S2)C(=O)OCC)C=C1)=O